FC1=C(C(=CC=C1)C)C1CCC(CC1)CC(=O)[O-] 2-(4-(2-fluoro-6-methylphenyl)cyclohexyl)acetate